Docosyl ((S)-(((2R,3S,5R)-5-(6-amino-2-fluoro-9H-purin-9-yl)-2-ethynyl-3-(((hexyloxy)carbonyl)oxy) tetrahydrofuran-2-yl)methoxy)(phenoxy)phosphoryl)-L-phenylalaninate NC1=C2N=CN(C2=NC(=N1)F)[C@H]1C[C@@H]([C@@](O1)(C#C)CO[P@](=O)(OC1=CC=CC=C1)N[C@@H](CC1=CC=CC=C1)C(=O)OCCCCCCCCCCCCCCCCCCCCCC)OC(=O)OCCCCCC